ethyl 1-(3,3-difluoropropyl)-1H-1,2,3-triazole-5-carboxylate FC(CCN1N=NC=C1C(=O)OCC)F